tert-butyl 4-([6-[6-oxo-5-(trifluoromethyl)-1-[[2-(trimethylsilyl)ethoxy]methyl]-1,6-dihydropyridazin-4-yl]-5H,6H,7H-pyrrolo[3,4-b]pyridin-2-yl]oxy)piperidine-1-carboxylate O=C1C(=C(C=NN1COCC[Si](C)(C)C)N1CC2=NC(=CC=C2C1)OC1CCN(CC1)C(=O)OC(C)(C)C)C(F)(F)F